rac-tert-butyl (3S,4S)-2'-(2-ethoxypyridin-3-yl)-3-ethyl-8'-oxo-7',8'-dihydro-6'H-spiro[piperidine-4,5'-[1,7]naphthyridine]-1-carboxylate C(C)OC1=NC=CC=C1C1=NC=2C(NC[C@]3(C2C=C1)[C@@H](CN(CC3)C(=O)OC(C)(C)C)CC)=O |r|